{[1-Methyl-2-(6-trifluoromethoxy-benzothiazol-2-ylamino)-1H-benzoimidazole-5-carbonyl]-amino}-acetic acid CN1C(=NC2=C1C=CC(=C2)C(=O)NCC(=O)O)NC=2SC1=C(N2)C=CC(=C1)OC(F)(F)F